4-iodopentyl valerate C(CCCC)(=O)OCCCC(C)I